N2-(pyridin-3-yl)ethane-1,2-diamine N1=CC(=CC=C1)NCCN